OC(CO)COC1=CC=CC=C1 2-hydroxy-3-phenoxy-propanol